C(CCCCCCCCCCC)N1C(CCCCC1)=O 1-n-dodecyl-azacycloheptan-2-one